CN1N=C(C=C1C=1C=CC(=NC1)[N+](=O)[O-])C 5-(1,3-dimethyl-1H-pyrazol-5-yl)-2-nitropyridine